[O].[Ni].[Pt] platinum-nickel oxygen